NCCCN(CCN)CCCN N,N-Bis-(3-aminopropyl)-1,2-ethylenediamine